tert-butyl 2,6-diazaspiro-[3.3]-heptane-2-carboxylate C1N(CC12CNC2)C(=O)OC(C)(C)C